CN1N=C(C(=C1C)O)C1=C(C=CC=C1)C1=NC=CC=C1 1,5-Dimethyl-3-(2-(pyridin-2-yl)phenyl)-pyrazol-4-ol